4-chloro-6-isopropylpyrimidine ClC1=NC=NC(=C1)C(C)C